N1(CCCC1)C(=O)C1=CC(=C(C=C1)C1=CN=C(S1)[C@@H]1CC[C@H](CC1)NC(OC(C)C)=O)S(NCC)(=O)=O isopropyl trans-N-[4-[5-[4-pyrrolidin-1-ylcarbonyl-2-(ethylsulfamoyl)phenyl]thiazol-2-yl]cyclohexyl]carbamate